1-(2-(diphenylphosphinyl)phenyl)-3-methyl-1H-pyrazole C1(=CC=CC=C1)P(=O)(C1=C(C=CC=C1)N1N=C(C=C1)C)C1=CC=CC=C1